C(C1=CC=CC=C1)SC1=CC=C(C=C1)NC(=O)C1(CC2=CC=CC=C2CC1)NC(OC(C)(C)C)=O tert-butyl 2-(4-(benzylthio) phenylcarbamoyl)-1,2,3,4-tetrahydronaphthalen-2-ylcarbamate